NC(C)C1(CCN(CC1)C=1C(=NC(=C(N1)C)SC1=C(C(=NC=C1)Cl)Cl)CO)C (3-(4-(1-aminoethyl)-4-methylpiperidin-1-yl)-6-((2,3-dichloropyridin-4-yl)sulfanyl)-5-methylpyrazin-2-yl)methanol